(4-bromophenyl)-3-chloro-8a-hydroxy-8-((methylsulfonyl)oxy)-6-phenyl-5a,7,8,8a-tetrahydro-6H-cyclopenta[4,5]furo[3,2-b]pyridine-7-carboxylate BrC1=CC=C(C=C1)OC(=O)C1C(C2C(C3=NC=C(C=C3O2)Cl)(C1OS(=O)(=O)C)O)C1=CC=CC=C1